7-(2-Fluorophenyl)-1-(3,4,5-trimethoxyphenyl)-3,4-dihydropyrrolo[1,2-a]pyrazine FC1=C(C=CC=C1)C=1C=C2N(CCN=C2C2=CC(=C(C(=C2)OC)OC)OC)C1